6-Chloro-5,7-dihydroxy-1-(2-isopropylphenyl)pyrido[2,3-d]pyrimidine-2,4(1H,3H)-dione ClC1=C(C2=C(N(C(NC2=O)=O)C2=C(C=CC=C2)C(C)C)N=C1O)O